ClC1=C(C=C(C(=C1)F)C1=NC=NC2=CC(=CC=C12)N1CCOCC1)C(O)C1=CN=NC=C1 [2-Chloro-4-fluoro-5-(7-morpholin-4-yl-quinazolin-4-yl)phenyl]-pyridazin-4-ylmethanol